Tridecyl-4-hydroxy-3,5-di-tertbutyl-benzylmercaptoacetat C(CCCCCCCCCCCC)OC(CSCC1=CC(=C(C(=C1)C(C)(C)C)O)C(C)(C)C)=O